The molecule is tha amino acid zwitterion formed from 5-hydroxy-L-kynurenine by transfer of a proton from the carboxy to the amino group; principal microspecies at pH 7.3. It is a tautomer of a 5-hydroxy-L-kynurenine. C1=CC(=C(C=C1O)C(=O)C[C@@H](C(=O)[O-])[NH3+])N